Cl.Cl.N(=NCC(C)C1=NCC(CN1)O)CC(C)C1=NCC(CN1)O azobis[2-(5-hydroxy-3,4,5,6-tetrahydropyrimidin-2-yl)propane] dihydrochloride